NC1=CC=2N(C(N(CC2C=N1)C1=C(C=CC=C1C)Cl)=O)C1CNC1 7-amino-1-(azetidin-3-yl)-3-(2-chloro-6-methyl-phenyl)-4H-pyrido[4,3-d]pyrimidin-2-one